potassium silicon sulfur [S].[Si].[K]